CC(C)(C)[O-].CC(C)(C)[O-].CC(C)(C)[O-].[Sn+4].[K+] potassium tin tris(tert-butoxide)